FC(C(=O)O)(F)F.FC1=C(C=CC=C1)C=1N(C=C(C1)CNC)S(=O)(=O)C=1C=C(C=NC1)S 5-((2-(2-fluorophenyl)-4-((methylamino)methyl)-1H-pyrrol-1-yl)sulfonyl)pyridine-3-thiol trifluoroacetate